CS(=O)(=O)C=1C=C(CNC2=NC(=NC=C2C(F)(F)F)NC2=CC=C(C=C2)N2CCN(CC2)CC2=CC=C(N=N2)N2C(NC(CC2)=O)=O)C=CC1 1-(6-((4-(4-((4-((3-(methylsulfonyl)benzyl)amino)-5-(trifluoromethyl)pyrimidin-2-yl)amino)phenyl)piperazin-1-yl)methyl)pyridazin-3-yl)dihydropyrimidine-2,4(1H,3H)-dione